4-Cyano-N-[4-(3-cyanophenyl)-5-[2-(hydroxymethyl)-6-methyl-4-pyridyl]thiazol-2-yl]piperidine-1-carboxamide C(#N)C1CCN(CC1)C(=O)NC=1SC(=C(N1)C1=CC(=CC=C1)C#N)C1=CC(=NC(=C1)C)CO